CP(OC)OC methyl-dimethoxyphosphane